1,N-dimethylformamide dimethyl acetal COC(NC)(C)OC